3-ETHYL-5-HYDROXYBENZALDEHYDE C(C)C=1C=C(C=O)C=C(C1)O